10-nonadecenoic acid C(CCCCCCCCC=CCCCCCCCC)(=O)O